C(#N)[C@@H](C)NC1=CC(=NC=C1N1N=NC(=C1)C1CCC(CC1)CCO)N1N=CC=2C1=NC=C(C2)C#N 1-(4-(((R)-1-cyanoethyl)amino)-5-(4-((1r,4R)-4-(2-hydroxyethyl)cyclohexyl)-1H-1,2,3-triazol-1-yl)pyridin-2-yl)-1H-pyrazolo[3,4-b]pyridine-5-carbonitrile